[Na+].C(C)(C)(C)OC(=O)N1CCN(CC1)S(=O)(=O)C1=CC=C(C=C1)C1=C(N(C=C1)S(N)(=O)=O)C(=O)[O-] 3-[4-(4-tert-Butoxycarbonylpiperazin-1-yl)sulfonylphenyl]-1-sulfamoyl-pyrrole-2-carboxylic acid, sodium salt